tert-butyl 2-((5-(difluoro(4-(trifluoromethyl)phenyl)methyl)-1,2,4-oxadiazol-3-yl)methyl)acrylate FC(C1=NC(=NO1)CC(C(=O)OC(C)(C)C)=C)(C1=CC=C(C=C1)C(F)(F)F)F